5-[4-(1,3-dioxo-2-benzofuran-5-yl)phenyl]-2-benzofuran-1,3-dione O=C1OC(C2=C1C=CC(=C2)C2=CC=C(C=C2)C2=CC1=C(C(OC1=O)=O)C=C2)=O